C(C(O)CO)C(C(O)=O)CCCCCCCC.C(CCCCCCC)(=O)OCC(O)CO Glyceryl caprylate (Glyceryl caprate)